1-(4-((6-aminopyridin-3-yl)thio)phenyl)-3-(3-(trifluoromethyl)phenyl)urea NC1=CC=C(C=N1)SC1=CC=C(C=C1)NC(=O)NC1=CC(=CC=C1)C(F)(F)F